C(C1=CC=CC=C1)OC(=O)N[C@@H](CCC(NCCOCCOCC(NCCOCCOCC(=O)OC)=O)=O)C(=O)OC(C)(C)C (S)-23-tert-butyl 1-methyl 22-(((benzyloxy)carbonyl)amino)-10,19-dioxo-3,6,12,15-tetraoxa-9,18-diazatricosane-1,23-dioate